N1N=CC2=C(C=CC=C12)C(C#N)=C1CCN(CC1)C(=O)N1CC2=C(CC1)SC=C2 2-(1H-indazol-4-yl)-2-(1-(4,5,6,7-tetrahydrothieno[3,2-c]pyridine-5-carbonyl)piperidin-4-ylidene)acetonitrile